C(C)O[Si](CCCC(C1C2C=CC(C1)C2)OC(N)=O)(OCC)OCC carbamic acid [3-(triethoxysilyl) propyl]-bicyclo[2.2.1]hept-5-en-2-ylmethyl ester